NC1=C(C=C(C=C1F)OCC1=CC=C(C=C1)OC)P(C)(C)=O (2-Amino-3-fluoro-5-((4-methoxy-benzyl)oxy)phenyl)dimethyl-phosphine oxide